COC=1C=C(C=C(C1)OC)C#CC=1C=C2C=CC(=CC2=CC1)O 6-(3,5-dimethoxyphenyl)ethynyl-2-naphthol